NC=1C(NC(N(N1)C1=CC(=C(C(=C1)Cl)OC1=NNC(C=C1C1=NN2C(C=CC=C2)=C1)=O)Cl)=O)=O 6-amino-2-(3,5-dichloro-4-((6-oxo-4-(pyrazolo[1,5-a]pyridin-2-yl)-1,6-dihydropyridazin-3-yl)oxy)phenyl)-1,2,4-triazine-3,5(2H,4H)-dione